bicyclo[2.2.1]heptane-2-yl diphenylphosphindithioate C1(=CC=CC=C1)P(=S)(SC1C2CCC(C1)C2)C2=CC=CC=C2